N=1N(N=CC1)C1=C(C=C(C=N1)NC(C1=C(C=C(C(=C1)F)C1=C(C=NC=C1\C=C\COC)N)Cl)=O)C(F)(F)F (E)-N-(6-(2H-1,2,3-triazol-2-yl)-5-(trifluoromethyl)pyridin-3-yl)-4-(3-amino-5-(3-methoxyprop-1-en-1-yl)pyridin-4-yl)-2-chloro-5-fluorobenzamide